2-(Phenylmethyloxy)acetaldehyde C1(=CC=CC=C1)COCC=O